COC(C1=C(C=C(C=C1Cl)Br)[N+](=O)[O-])=O 4-bromo-6-chloro-2-nitrobenzoic acid methyl ester